C(C)(C)N(C=1N=C(C(=NC1C)C(=O)N)NC1=CC(=CC=C1)CCNC([C@H](C)NC)=O)C (S)-5-(isopropyl(methyl)amino)-6-methyl-3-((3-(2-(2-(methylamino)propanamido)ethyl)phenyl)amino)pyrazine-2-carboxamide